C(C)OC(=O)C1=NC=2CCC(C(C2C=C1)=O)=CC1CCCC1 6-cyclopentylmethylene-5-oxo-5,6,7,8-tetrahydroquinoline-2-carboxylic acid ethyl ester